9-([4-(2,2,2-trifluoroethyl)phenyl]methyl)-2-oxa-5,9-diazatricyclo[6.3.0.0(1,5)]undecan-6-one FC(CC1=CC=C(C=C1)CN1C2CC(N3CCOC32CC1)=O)(F)F